2-Methyl-N-(3-(2-morpholinopropyl)-1,2,4-thiadiazol-5-yl)-5-(3-(trifluoromethoxy)phenyl)furan-3-carboxamide CC=1OC(=CC1C(=O)NC1=NC(=NS1)CC(C)N1CCOCC1)C1=CC(=CC=C1)OC(F)(F)F